ethyl 3-O-methyl-α-D-rhamnopyranoside CO[C@@H]1[C@@H]([C@@H](OCC)O[C@@H]([C@H]1O)C)O